C[C@](CNC(=O)C=1C=NN(C1)C)(CCCC)NC(OC(C)(C)C)=O tert-butyl (R)-(2-methyl-1-(1-methyl-1H-pyrazole-4-carboxamido)hexane-2-yl)carbamate